C12(CC3CC(CC(C1)C3)C2)C2=NOC(=N2)CCl 3-(adamantan-1-yl)-5-(chloromethyl)-1,2,4-oxadiazole